N1-(2-(3-((2,4-diamino-6-ethylpyrimidin-5-yl)oxy)propoxy)phenyl)-N8-hydroxyoctanediamide NC1=NC(=C(C(=N1)N)OCCCOC1=C(C=CC=C1)NC(CCCCCCC(=O)NO)=O)CC